C(CCCCCCCCCCC)(=O)N(CCN(CC(=O)O)CC(=O)O)CCO.[Na].[Na] disodium N-lauroyl-N-hydroxyethyl-N',N'-dicarboxymethylethylenediamine